(±)-2-(7-Methyl-1H-indazol-5-ylmethyl)-4-oxo-4-[4-(2-oxo-1,4-dihydro-2H-quinazolin-3-yl)-piperidin-1-yl]-butyric acid methyl ester COC([C@@H](CC(N1CCC(CC1)N1C(NC2=CC=CC=C2C1)=O)=O)CC=1C=C2C=NNC2=C(C1)C)=O |r|